ClC1=CC=C(C=C1)NC=1C=C(C=CC1[C@@H](C(F)(F)F)OCC)[C@H](CC(=O)O)CC (S)-3-(3-((4-chlorophenyl)amino)-4-((S)-1-ethoxy-2,2,2-trifluoroethyl)phenyl)pentanoic acid